ClC1=NC=C(C(=N1)NC=1C=C2C(CNC(C2=CC1)=O)(C)C)OC 6-[(2-chloro-5-methoxy-pyrimidin-4-yl)amino]-4,4-dimethyl-2,3-dihydroisoquinolin-1-one